FC1([C@H](CN(CC1)C=1N=C2N(C(C1C)=O)C=C(C=C2[C@@H](C)NC2=C(C(=O)O)C=CC=C2)C)OC)F 2-(((R)-1-(2-((S)-4,4-difluoro-3-methoxypiperidin-1-yl)-3,7-dimethyl-4-oxo-4H-pyrido[1,2-a]pyrimidin-9-yl)ethyl)amino)benzoic acid